Cl.Cl.C1(CC1)CN1[C@H]2[C@@]3(CC[C@H]([C@H]4[C@]3([C@@H](C1)F)C1=C(O4)C(=CC=C1C2)O)NC)O (1S,4R,4aS,7R,7aR,12bR)-3-(cyclopropylmethyl)-1-fluoro-7-(methylamino)-1,2,3,4,5,6,7,7a-octahydro-4aH-4,12-methanobenzofuro[3,2-e]isoquinoline-4a,9-diol dihydrochloride